O=C1NC2=CC=C(C=C2CC1)C=1C=C(OC(=O)C2(C(CC2C2=CC=CC=C2)C2=CC=CC=C2)C(=O)O)C=CC1 (3-(2-oxo-1,2,3,4-tetrahydroquinolin-6-yl)phenoxycarbonyl)-2,4-diphenylcyclobutane-1-carboxylic acid